Indium tin antimony [Sb].[Sn].[In]